NC1=C(SC(=C1)C1=CC(=CC=C1)N1CCOCC1)C(=O)N[C@@H]1CN(CCC1)C(=O)OC(C)(C)C tert-butyl (S)-3-(3-amino-5-(3-morpholinophenyl)thiophene-2-carboxamido)piperidine-1-carboxylate